5-chloro-2-[(6-chloro-8-methoxy-3-thiomorpholinosulfonyl-4-quinolyl)amino]benzoic acid ClC=1C=CC(=C(C(=O)O)C1)NC1=C(C=NC2=C(C=C(C=C12)Cl)OC)S(=O)(=O)N1CCSCC1